[C@@H]1([C@H](O)[C@H](O)[C@@H](CO)O1)N1C=NC=2C(=O)NC(=O)NC12 Xanthosine